NC(C(C1=CC=CC=C1)SC1=C(C(=C(C(=N1)N(CC(=O)NO)C)C#N)CC)C#N)=O 2-((6-((2-amino-2-oxo-1-phenylethyl)thio)-3,5-dicyano-4-ethylpyridin-2-yl)(methyl)amino)-N-hydroxyacetamide